(S)-2-amino-N-(2-methyl-1-(pyridin-4-yl)propan-2-yl)propanamide hydrochloride Cl.N[C@H](C(=O)NC(CC1=CC=NC=C1)(C)C)C